C(C)S(=O)(=O)OCF monofluoromethyl ethyl-sulfonate